Cl.C(C)OC=1C=CC=2N(C1)N=CC2C#N 6-ethoxypyrazolo[1,5-a]Pyridine-3-carbonitrile hydrochloride